2-[[(1R)-1-(2-Ethylsulfanyl-3,6-dimethyl-4-oxo-chromen-8-yl)ethyl]amino]-N-methyl-benzamide C(C)SC=1OC2=C(C=C(C=C2C(C1C)=O)C)[C@@H](C)NC1=C(C(=O)NC)C=CC=C1